N=1C=NN2C1C=C(C=C2)OC2=C(C=C(C=C2)NC2=NC=NN1C2=C(C=C1)C1CN(C1)C(\C=C\[C@H]1N(CCC1)C)=O)C (S,E)-1-(3-(4-((4-([1,2,4]triazolo[1,5-a]pyridin-7-yloxy)-3-methylphenyl)amino)pyrrolo[2,1-f][1,2,4]triazin-5-yl)azetidin-1-yl)-3-(1-methylpyrrolidin-2-yl)prop-2-en-1-one